5-(Difluoromethyl)-1,3,4-thiadiazol-2-amine FC(C1=NN=C(S1)N)F